S(N)(=O)C=1C=NNC1 4-sulfinamoyl-1H-pyrazole